[Zn+2].FC(C[NH3+])(F)F (trifluoroethyl)ammonium zinc